NC1=NC=CC(=C1)C=1C=C(C=CC1)C=1N=C(SC1)NC(=O)[C@H]1N(CC1)C(=O)C1=CN(C=C1)S(=O)(=O)C (S)-N-(4-(3-(2-aminopyridin-4-yl)phenyl)thiazol-2-yl)-1-(1-(methylsulfonyl)-1H-pyrrole-3-carbonyl)azetidine-2-carboxamide